O=C1N([C@@H]2C=C[C@H]1C2)C(=O)OC(C)(C)C 1,1-Dimethylethyl (1S,4R)-3-oxo-2-azabicyclo[2.2.1]hept-5-ene-2-carboxylate